C(C1=CC=CC=C1)OC=1C2=C(N=C(N1)Cl)CN(CC2)C(=O)OC(C)(C)C tert-butyl 4-(benzyloxy)-2-chloro-5,8-dihydropyrido[3,4-d]pyrimidine-7(6H)-carboxylate